Racemic-17-amino-13-(2-hydroxyethyl)-6,15-bis(trifluoromethyl)-19-oxa-3,4,13,18-tetrazatricyclo[12.3.1.12,5]nonadeca-1(18),2,4,14,16-pentaen-6-ol NC1=CC(=C2N(CCCCCC[C@](C3=NN=C(C1=N2)O3)(O)C(F)(F)F)CCO)C(F)(F)F |r|